2,4-dioxoimidazolinyl-cyclohexanesulfonamide O=C1N(CC(N1)=O)C1(CCCCC1)S(=O)(=O)N